N1C=C(C2=CC=CC=C12)CCC1N(CCC2=CC(=C(C=C12)OC)OC)CC1C[C@H]2CC[C@@H](C1)O2 1-(2-(1H-indol-3-yl)ethyl)-2-(((1R,5S)-8-oxabicyclo[3.2.1]octane-3-yl)methyl)-6,7-dimethoxy-1,2,3,4-tetrahydroisoquinoline